5-((allyloxy)methyl)-2,2,4,8,10,10-hexamethylundecane C(C=C)OCC(C(CC(C)(C)C)C)CCC(CC(C)(C)C)C